3-(isopropylamino)propane-1,2-diol C(C)(C)NCC(CO)O